2-((4-(4-(hydroxymethyl)piperidin-1-yl)phenyl)amino)-2-methylpropanenitrile OCC1CCN(CC1)C1=CC=C(C=C1)NC(C#N)(C)C